C(N)(=O)CC[C@@H](COC1=C(C(=CC(=C1)C)C#CCCO)Cl)NC(OC(C)(C)C)=O tert-butyl N-[(2S)-4-carbamoyl-1-[2-chloro-3-(4-hydroxybut-1-yn-1-yl)-5-methylphenoxy]butan-2-yl]carbamate